1-Methyl ((2,6-dichloro-5-nitropyrimidin-4-yl) methyl)-1,2,3,4-tetrahydronaphthalene-1-carboxylate ClC1=NC(=C(C(=N1)CC1(CCCC2=CC=CC=C12)C(=O)OC)[N+](=O)[O-])Cl